BrC=1C=C(C=CC1)[C@@H](CC)O (R)-3-bromophenylpropanol